O1C=NC2=C1C=CC(=C2)CN (1,3-benzoxazol-5-yl)methanamine